2-Amino-1,3-bis(carboxylethoxy)propane HCl salt Cl.NC(COCCC(=O)O)COCCC(=O)O